ClC1=C(C2=C(NC(O[C@@]23CN(CCC3)C(=O)C=3C=NN(C3)[C@@H]([C@H](C)O)C3=CC=CC=C3)=O)C=C1)F (R)-6-Chloro-5-fluoro-1'-(1-((1R,2S)-2-hydroxy-1-phenylpropyl)-1H-pyrazole-4-carbonyl)spiro[benzo[d][1,3]oxazine-4,3'-piperidin]-2(1H)-one